(((1r,4r)-4-hydroxy-4-methylcyclohexyl methyl)amino)-3-nitrophenyl sulfon OC1(CCC(CC1)CNC1=C(C=CC=C1[N+](=O)[O-])S(=O)(=O)C1=C(C(=CC=C1)[N+](=O)[O-])NCC1CCC(CC1)(O)C)C